(2S,5R)-4-(1-(4-(methoxycarbonyl)phenyl)ethyl)-2,5-dimethylpiperazine-1-carboxylic acid tert-butyl ester C(C)(C)(C)OC(=O)N1[C@H](CN([C@@H](C1)C)C(C)C1=CC=C(C=C1)C(=O)OC)C